FC(C(=O)O)(F)F.N1CCC(CC1)C(=O)OC(C(CCCC)NC([C@@H](CC1CC1)NC([C@@H](CC1=CC=CC=C1)N)=O)=O)=O [2-[[(2R)-2-[[(2R)-2-amino-3-phenyl-propionyl] amino]-3-cyclopropyl-propionyl] amino] hexanoyl] piperidine-4-carboxylate trifluoroacetate